[Cl-].C[N+](CCCC)(CCCC)CCCC Methyltributylammonium chlorid